O=C(CCOCCOCCOCCOCC)NCCCC(=O)[O-] 15-oxo-3,6,9,12-tetraoxa-16-azaicosan-20-oate